1-((2R,3R,4R,5R)-3,4-diacetoxy-5-(acetoxymethyl)tetrahydrofuran-2-yl)-3-(methoxycarbonyl)pyridin-1-ium C(C)(=O)O[C@H]1[C@@H](O[C@@H]([C@H]1OC(C)=O)COC(C)=O)[N+]1=CC(=CC=C1)C(=O)OC